3-Oxetanyl p-toluenesulfonate (3-Oxetanyl p-toluenesulfonate) O1C(CC1)C=1C=C(C)C=CC1S(=O)(=O)O.CC1=CC=C(C=C1)S(=O)(=O)OC1COC1